2-propylmercapto-5-(4-nitrophenyl)-5,6-dihydropyrido[2,3-d]pyrimidine-4,7(3H,8H)-dione C(CC)SC=1NC(C2=C(N1)NC(CC2C2=CC=C(C=C2)[N+](=O)[O-])=O)=O